(5R,6S,7S)-3a-(4-fluoro-3-((benzo[b]thiophen-2-yl)methyl)phenyl)-5-(hydroxymethyl)-2-methyl-5,6,7,7a-tetrahydro-3aH-pyrano[2,3-d]oxazole-6,7-diol FC1=C(C=C(C=C1)C12N=C(OC1[C@H]([C@@H]([C@H](O2)CO)O)O)C)CC2=CC1=C(S2)C=CC=C1